5-([4,4'-bipiperidin]-1-yl)-2-(2,6-dioxopiperidin-3-yl)isoindoline-1,3-dione N1(CCC(CC1)C1CCNCC1)C=1C=C2C(N(C(C2=CC1)=O)C1C(NC(CC1)=O)=O)=O